dibenzyl-acetone dipalladium [Pd].[Pd].C(C1=CC=CC=C1)C(C(C)=O)CC1=CC=CC=C1